FC1=C(C(=CC(=C1)F)O)C(\C=C\C1=CC=C(C=C1)OC)=O (E)-1-(2,4-difluoro-6-hydroxyphenyl)-3-(4-methoxyphenyl)prop-2-en-1-one